methyl 4-(4-fluorobenzylamino)-2,6-dimethylbenzylcarbamate FC1=CC=C(CNC2=CC(=C(CNC(OC)=O)C(=C2)C)C)C=C1